S1C(=CC=C1)C=1C=C(C(=O)N2CC3(C2)CN(CC3)C3=NC=CC(=N3)C(=O)O)C=CC1 2-(2-(3-(thiophen-2-yl)benzoyl)-2,6-diazaspiro[3.4]octane-6-yl)pyrimidine-4-carboxylic acid